1,12-benzperylene C1=CC2=C3C(=C1)C4=CC=CC5=C4C6=C(C=C5)C=CC(=C36)C=C2